3,3-dimethyl-2-oxocyclopentane-1-carboxylic acid isobutyl ester C(C(C)C)OC(=O)C1C(C(CC1)(C)C)=O